Nerolidol oxid OC(C)(C1CO1)CCC=C(C)CCC=C(C)C